2,5-DICHLOROTHIOPHENE-3-BORONIC ACID ClC=1SC(=CC1B(O)O)Cl